4-(4-(4-Cyano-4-methylpiperidin-1-yl)-6,7-difluoroquinoline-3-carbonyl)-N,N-diethylpiperazine-1-carboxamide C(#N)C1(CCN(CC1)C1=C(C=NC2=CC(=C(C=C12)F)F)C(=O)N1CCN(CC1)C(=O)N(CC)CC)C